1-(5-(3-amino-2-methoxy-5-methylphenyl)pyrazin-2-yl)cyclobutan-1-ol NC=1C(=C(C=C(C1)C)C=1N=CC(=NC1)C1(CCC1)O)OC